FC=1C=C(C=C2C(=C(C=NC12)C1(CCCC1)O)C(C)C)B1OC(C(O1)(C)C)(C)C 1-(8-fluoro-4-isopropyl-6-(4,4,5,5-tetramethyl-1,3,2-dioxaborolan-2-yl)quinolin-3-yl)cyclopentan-1-ol